N-((4,5-dichloro-2-hydroxyphenyl)(piperidin-4-yl)methyl)methanesulfonamide ClC1=CC(=C(C=C1Cl)C(NS(=O)(=O)C)C1CCNCC1)O